(S)-2-amino-3-(4-(5-(4-fluorophenyl)-1,2,4-oxadiazol-3-yl)phenyl)propanoic acid N[C@H](C(=O)O)CC1=CC=C(C=C1)C1=NOC(=N1)C1=CC=C(C=C1)F